ClC1=C(CN[C@H](C(=O)[O-])CC2=CC(=CC=C2)S(=O)(=O)C)C(=CC(=C1)C#CP(=O)(C1=CC(=CC=C1)O)OC)Cl (2s)-2-(2,6-dichloro-4-((methoxy(3-hydroxyphenyl)phosphoryl)ethynyl)benzylamino)-3-(3-(methylsulfonyl)phenyl)propanoate